COC=1C=C(C=CC1)C[C@H](CCCC)NC(C1=CC=C(C=C1)NC=1C=NC=CC1)=O N-[(2S)-1-(3-methoxyphenyl)hex-2-yl]-4-[(pyridin-3-yl)amino]benzamide